BrCC1=C(N=NN1C1=C(C=CC=C1Cl)Cl)C1CC1 5-(bromomethyl)-4-cyclopropyl-1-(2,6-dichlorophenyl)-1H-1,2,3-triazole